3-(2H-TETRAZOL-5-YL)-PHENYL-BORONIC ACID N=1NN=NC1C=1C=C(C=CC1)B(O)O